CC=1NC(=NN1)C=1C=CC(=C(C1)C1=CC=CC=C1)CCN1C([C@@H]2N(CCNC2)CC1)=O (R)-8-(2-(5-(5-Methyl-4H-1,2,4-triazol-3-yl)-[1,1'-biphenyl]-2-yl)ethyl)-9-oxooctahydro-2H-pyrazino[1,2-a]pyrazin